2-(6-chloronaphthalen-2-yl)-N-((1r,2r)-1-(2,3-dihydrobenzo[b][1,4]dioxin-6-yl)-1-hydroxy-3-(pyrrolidin-1-yl)propan-2-yl)-2,2-difluoroacetamide ClC=1C=C2C=CC(=CC2=CC1)C(C(=O)N[C@@H]([C@H](O)C1=CC2=C(OCCO2)C=C1)CN1CCCC1)(F)F